rhodium (III) chloride ammonium salt [NH4+].[Rh](Cl)(Cl)Cl